Naphthylbenzocarbazole C1(=CC=CC2=CC=CC=C12)C1=CC=CC=2C=CC=3C=4C=CC=CC4NC3C21